ClC=1C=C(C=CC1F)NC(N(C)[C@@H](C)C1=NN(C(C2=CC(=C(C=C12)F)F)=O)C)=O (S)-3-(3-chloro-4-fluorophenyl)-1-(1-(6,7-difluoro-3-methyl-4-oxo-3,4-dihydrophthalazin-1-yl)ethyl)-1-methylurea